FC1=C(C=CC(=C1)OC1=CC=CC=C1)C1=NN(C2=NC=NC(=C21)N)[C@@H]2CC[C@@H](CC2)N2C[C@H](NCC2)C 3-(2-fluoro-4-phenoxyphenyl)-1-((cis)-4-((R)-3-methylpiperazin-1-yl)cyclohexyl)-1H-pyrazolo[3,4-d]pyrimidin-4-amine